3-[(4-Chlorophenyl)amino]-4-{[2-(3-chlorophenyl)ethyl]amino}cyclobut-3-ene-1,2-dione ClC1=CC=C(C=C1)NC=1C(C(C1NCCC1=CC(=CC=C1)Cl)=O)=O